Methyl 6-methyl-5-(piperazin-1-yl)picolinate CC1=C(C=CC(=N1)C(=O)OC)N1CCNCC1